FC1=C(C=C(C=C1)F)C1=C(C(=NC=C1)C1OCC(CC1)(F)F)N 4-(2,5-difluorophenyl)-2-(5,5-difluorotetrahydropyran-2-yl)pyridin-3-amine